2,3-diazocine C1=NN=CC=CC=C1